(R)-6-bromo-N4-(1-(3-(difluoromethyl)-2-fluorophenyl)ethyl)-2-methylpyrido[2,3-d]Pyrimidine-4,7-diamine BrC1=CC2=C(N=C(N=C2N[C@H](C)C2=C(C(=CC=C2)C(F)F)F)C)N=C1N